FC1(CCN(CC1)C(=O)C=1C=CC(=NC1)C=1C(=CC2=C(C=C(O2)CNC(OC(C)(C)C)=O)C1)C(F)(F)F)F tert-Butyl (5-(5-(4,4-difluoropiperidine-1-carbonyl)pyridin-2-yl)-6-(trifluoromethyl)benzofuran-2-yl)methylcarbamate